7-((4-(3-methoxy-3-methylazetidin-1-yl)-2-methylphenyl)amino)-2H-benzo[b][1,4]oxazin-3(4H)-one COC1(CN(C1)C1=CC(=C(C=C1)NC=1C=CC2=C(OCC(N2)=O)C1)C)C